tert-butyl (2S,4S)-4-amino-2-(cyanomethyl)piperidine-1-carboxylate N[C@@H]1C[C@H](N(CC1)C(=O)OC(C)(C)C)CC#N